2-hydroxy-5-(3,4,5-trimethoxyphenethyl)benzoic acid methyl ester COC(C1=C(C=CC(=C1)CCC1=CC(=C(C(=C1)OC)OC)OC)O)=O